tert-butyldimethyl((2-methyl-4-(methylthio)but-2-yl)oxy)silane C(C)(C)(C)[Si](OC(C)(CCSC)C)(C)C